triglycerin dicaprate OC(=O)CCCCCCCCC.OC(=O)CCCCCCCCC.OCC(O)CO.OCC(O)CO.OCC(O)CO